C(C)(C)(C)OC(=O)N1CCN(CC1)C1=CC2=C(C=C1)C1(C(NC(CC1)=O)=O)CO2 tert-butyl-4-(2',6'-dioxo-2H-spiro[benzofuran-3,3'-piperidin]-6-yl)piperazine-1-carboxylate